C(C1=CC=CC=C1)C1=NC=NO1 5-Benzyl-1,2,4-oxadiazol